5-((5-(isoquinolin-6-yl)thiazol-2-yl)ethynyl)-1-methylpyridin-2(1H)-one C1=NC=CC2=CC(=CC=C12)C1=CN=C(S1)C#CC=1C=CC(N(C1)C)=O